FC1=CC=C(C=C1)[C@@H]1N(CCC2=CC=CC=C12)C(=O)[C@H]1C[C@H]2[C@H](OCC(N2)=O)CO1 (4as,7r,8as)-7-((S)-1-(4-fluorophenyl)-1,2,3,4-tetrahydroisoquinoline-2-carbonyl)hexahydropyrano[3,4-b][1,4]Oxazin-2(3H)-one